NC=1N=CC2=CC(=CC(=C2C1)N1C[C@H](CCC1)O)C1=C(C=CC=C1C)F (3S)-1-[3-amino-7-(2-fluoro-6-methyl-phenyl)-5-isoquinolyl]piperidin-3-ol